1-(2,5-diaminophenyl)ethanone NC1=C(C=C(C=C1)N)C(C)=O